F[C@@H]1[C@@H](C1)NC(=O)C=1C=NN2C1N=C(C=C2NC)NC=2C(N(C=CC2)C2CCNCC2)=O N-[(1R,2S)-2-fluorocyclopropyl]-7-(methylamino)-5-{[2-oxo-1-(piperidin-4-yl)pyridin-3-yl]amino}pyrazolo[1,5-a]pyrimidine-3-carboxamide